ClC=1C=C(C=CC1)C(COC)(C)NC(OC(C)(C)C)=O tert-butyl (2-(3-chlorophenyl)-1-methoxypropan-2-yl)carbamate